8-amino-7-fluoro-6-(4-methylpyridin-3-yl)isoquinolin NC=1C(=C(C=C2C=CN=CC12)C=1C=NC=CC1C)F